N1N=NC=2C1=C(N=NC2N)N 1H-[1,2,3]triazolo[4,5-d]pyridazine-4,7-diamine